tert-butyl 3-((1-((benzyloxy) carbonyl) piperidin-4-yl) methyl)-3,8-diazabicyclo[3.2.1]octane-8-carboxylate C(C1=CC=CC=C1)OC(=O)N1CCC(CC1)CN1CC2CCC(C1)N2C(=O)OC(C)(C)C